[(3R,5S,8R,9S,10S,13S,14S,17S)-17-acetyl-10,13-dimethyl-2,3,4,5,6,7,8,9,11,12,14,15,16,17-tetradecahydro-1H-cyclopenta[a]phenanthren-3-yl] hexanoate C(CCCCC)(=O)O[C@@H]1CC[C@@]2([C@H]3CC[C@@]4([C@H](CC[C@H]4[C@@H]3CC[C@H]2C1)C(C)=O)C)C